CN(C=1C(=C(C(=C2C=NNC12)C1=CC=2N(C=C1)N=C(C2)NC(=O)[C@H]2[C@H](C2)F)C)F)C (1S,2S)-N-(5-(7-(dimethylamino)-6-fluoro-5-methyl-1H-indazol-4-yl)pyrazolo[1,5-a]pyridin-2-yl)-2-fluorocyclopropane-1-carboxamide